N'-ethyl-6-fluoro-5-(piperazin-1-yl)pyridinehydrazide C(C)NNC(=O)C1=NC(=C(C=C1)N1CCNCC1)F